(3S)-3-({1-cyclopentyl-5-[2-(1,1-difluoroethyl)phenyl]-1H-pyrazol-3-yl}formamido)-5-(3,3-difluoropiperidin-1-yl)-N-(1,3-thiazol-2-yl)pentanamide C1(CCCC1)N1N=C(C=C1C1=C(C=CC=C1)C(C)(F)F)C(=O)N[C@H](CC(=O)NC=1SC=CN1)CCN1CC(CCC1)(F)F